acryloyloxyundecyldifluoromethylsilane C(C=C)(=O)OCCCCCCCCCCC[SiH2]C(F)F